6-Chloro-3-(1-ethylcyclobutyl)amino-4H-thieno[3,2-e]-1,2,4-thiadiazine 1,1-dioxide ClC1=CC=2NC(=NS(C2S1)(=O)=O)NC1(CCC1)CC